COC(=O)C1C(C1C1=NN(C=C1)C1OCCCC1)C 2-methyl-3-(1-(tetrahydro-2H-pyran-2-yl)-1H-pyrazol-3-yl)cyclopropanecarboxylic acid methyl ester